2-(5-(benzyloxy)-1-(4-fluoro-3-methylphenyl)-2-isopropyl-1H-indol-3-yl)-2-methylpropionic acid C(C1=CC=CC=C1)OC=1C=C2C(=C(N(C2=CC1)C1=CC(=C(C=C1)F)C)C(C)C)C(C(=O)O)(C)C